N-((3S,4S)-3-((6-(2,6-dichloro-3,5-dimethoxyphenyl)-8-((2-(ethylsulfonyl)ethyl)amino)pyrido[3,4-d]pyrimidin-2-yl)amino)tetrahydro-2H-pyran-4-yl)acrylamide ClC1=C(C(=C(C=C1OC)OC)Cl)C1=CC2=C(N=C(N=C2)N[C@@H]2COCC[C@@H]2NC(C=C)=O)C(=N1)NCCS(=O)(=O)CC